4-((6-(cyclopropanecarboxamido)-1-(methylamino)-2,7-naphthyridin-4-yl)ethynyl)-N-methylbenzamide C1(CC1)C(=O)NC=1C=C2C(=CN=C(C2=CN1)NC)C#CC1=CC=C(C(=O)NC)C=C1